2-(9,9-dimethylacridin-1(9H)-yl)-3,5,6-tris(3-(trifluoromethyl)-9H-carbazol-9-yl)isonicotinonitrile CC1(C2=CC=CC=C2NC=2C=CC=C(C12)C=1C(=C(C#N)C(=C(N1)N1C2=CC=CC=C2C=2C=C(C=CC12)C(F)(F)F)N1C2=CC=CC=C2C=2C=C(C=CC12)C(F)(F)F)N1C2=CC=CC=C2C=2C=C(C=CC12)C(F)(F)F)C